N-[(3R,4R)-4-hydroxypiperidin-3-yl]carbamic acid benzyl ester hydrochloride Cl.C(C1=CC=CC=C1)OC(N[C@@H]1CNCC[C@H]1O)=O